C1=CC(=C[N+](=C1)[C@H]2[C@@H]([C@@H]([C@H](O2)COP(=O)(O)OP(=O)(O)OC[C@@H]3[C@H]([C@H]([C@@H](O3)N4C=NC5=C(N=CN=C54)N)OP(=O)(O)O)O)O)O)C(=O)N The molecule is a NAD(P)(+) and a NADP. It has a role as a fundamental metabolite and a cofactor. It is a conjugate acid of a NADP zwitterion and a NADP(3-).